2-chloro-5-(cyclobutoxy)pyrimidine ClC1=NC=C(C=N1)OC1CCC1